FCC1CC(C(C1)C(=O)OCC)=O ethyl 4-(fluoromethyl)-2-oxocyclopentane-1-carboxylate